ClC(=O)O.C(C)Cl ethyl chloride 1-chloroformate